COC1=C(C=C(C=C1)OC)CS(=O)(=O)N 2,5-dimethoxyphenylmethanesulfonamide